9-(4-(benzyloxy)-2,6-difluorophenyl)-3-methoxy-6,7-dihydro-5H-benzo[7]annulene C(C1=CC=CC=C1)OC1=CC(=C(C(=C1)F)C1=CCCCC2=C1C=CC(=C2)OC)F